4-(3-methyl-1,2-dihydroimidazol-4-yl)piperidine CN1CNC=C1C1CCNCC1